1-(4-fluorophenyl)-5-((4-hydroxypiperidin-4-yl)methyl)-1H-pyrazolo[3,4-d]pyrimidin-4(5H)-one Trifluoroacetic acid salt FC(C(=O)O)(F)F.FC1=CC=C(C=C1)N1N=CC2=C1N=CN(C2=O)CC2(CCNCC2)O